3-hydroxypropyl-sodium OCCC[Na]